2-amino-N-(8-methoxy-9-(2-(piperazin-1-yl)ethoxy)-3,4-dihydro-2H-pyrimido[1,2-c]quinazolin-6-yl)pyrimidine-5-carboxamide NC1=NC=C(C=N1)C(=O)NC1=NC=2C(=C(C=CC2C=2N1CCCN2)OCCN2CCNCC2)OC